NC=1C=CC(=NC1)OC1=CC(=C(C#N)C=C1)C(=C)C 4-[(5-amino-2-pyridinyl)oxy]-2-(1-methylethenyl)benzonitrile